OCC1=CC=C(C=C1)C1C(NC(CC1)=O)=O 3-[4-(Hydroxymethyl)phenyl]piperidine-2,6-dione